C(C)(C)C1=C(NC=2C1=NC(=CC2)OCC2CN(C2)CC(C)(O)C)C=2C=C(C=1N(C2)N=CN1)OC 1-(3-(((3-isopropyl-2-(8-methoxy-[1,2,4]triazolo[1,5-a]pyridin-6-yl)-1H-pyrrolo[3,2-b]pyridin-5-yl)oxy)methyl)azetidin-1-yl)-2-methylpropan-2-ol